N-(3-(3,5-dimethoxyphenyl)-7-(pentylamino)-1,8-naphthyridin-2-yl)cyclopropanecarboxamide COC=1C=C(C=C(C1)OC)C=1C(=NC2=NC(=CC=C2C1)NCCCCC)NC(=O)C1CC1